ClC1=NC(=NC=2N1N=CC2C2CC2)SC 4-chloro-8-cyclopropyl-2-(methylsulfanyl)pyrazolo[1,5-a][1,3,5]triazine